N-(3-((5-bromo-2-((3-methyl-1-(1-methylpiperidin-4-yl)-1H-pyrazol-4-yl)amino)pyrimidin-4-yl)amino)propyl)-3,3-difluorocyclobutane-1-carboxamide BrC=1C(=NC(=NC1)NC=1C(=NN(C1)C1CCN(CC1)C)C)NCCCNC(=O)C1CC(C1)(F)F